3-benzyl-9-methyl-2-(tetrahydro-2H-pyran-4-yl)-4H,6H-thieno[2,3-e][1,2,4]triazolo[3,4-c][1,4]oxazepine C(C1=CC=CC=C1)C1=C(SC=2N3C(COCC21)=NN=C3C)C3CCOCC3